tert-Butyl 4-(4-(((6-methoxy-2-(2-methoxyimidazo[2,1-b][1,3,4]thiadiazol-6-yl)benzofuran-4-yl)oxy)methyl)-5-methylthiazol-2-yl)benzoate COC1=CC2=C(C=C(O2)C=2N=C3SC(=NN3C2)OC)C(=C1)OCC=1N=C(SC1C)C1=CC=C(C(=O)OC(C)(C)C)C=C1